BrC=1C=C(C#N)C=CC1CN[C@H](CO)C1CC1 3-bromo-4-({[(1S)-1-cyclopropyl-2-hydroxyethyl]amino}methyl)benzonitrile